CC1=C(C=C(C(=O)NCC2=NC=C3C=CC(=NC3=C2)C2=NC(=CC=C2)N2C(CNC(C2)(C)C)C)C=C1)S(=O)(=O)C 4-methyl-3-(methylsulfonyl)-N-((2-(6-(2,5,5-trimethylpiperazin-1-yl)pyridin-2-yl)-1,6-naphthyridin-7-yl)methyl)benzamide